2-Methyl-N-{1-oxo-1-[(2-oxo-spiro[1H-indole-3,4'-oxane]-6-yl)amino]-3-phenylpent-2-en-2-yl}pyrazole-3-carboxamide CN1N=CC=C1C(=O)NC(C(NC1=CC=C2C(=C1)NC(C21CCOCC1)=O)=O)=C(CC)C1=CC=CC=C1